C(C)OC(=O)C1=NOC2(C3=CN(N=C3C[C@@H](C21)C)CC2=CC=C(C=C2)OC)O.CC=2N=CN(C2)C=2C=C(N)C=C(C2)C(F)(F)F 3-(4-methyl-1h-imidazol-1-yl)-5-(trifluoromethyl)aniline ethyl-(4S)-8b-hydroxy-7-(4-methoxybenzyl)-4-methyl-3a,5,7,8b-tetrahydro-4H-isoxazolo[5,4-e]indazole-3-carboxylate